O[C@H]1CN(CC1)C=1C=2CCCCC2N=C2C=CC(=CC12)C1=CC(=NC=C1)C1(CC1)C(=O)N (4-{9-[(3R)-3-hydroxypyrrolidin-1-yl]-5,6,7,8-tetrahydroacridin-2-yl}pyridin-2-yl)cyclopropanecarboxamide